3-(4-amino-5-(3-(3-(2-aminoethoxy)-5-(difluoromethyl)thiophene-2-carboxamido)piperidin-1-yl)pyrrolo[2,1-f][1,2,4]triazin-7-yl)-2,5-dihydro-1H-pyrrole-1-carboxylate NC1=NC=NN2C1=C(C=C2C=2CN(CC2)C(=O)[O-])N2CC(CCC2)NC(=O)C=2SC(=CC2OCCN)C(F)F